4-amino-N-((5-cyanopyridin-2-yl)methyl)-N-(1-fluoropropan-2-yl)-1,3-dihydrofuro[3,4-c][1,7]naphthyridine-8-carboxamide NC1=NC=2C=NC(=CC2C2=C1COC2)C(=O)N(C(CF)C)CC2=NC=C(C=C2)C#N